2-[[2-[4-[[(E)-7-[(3R)-3-[4-amino-3-(4-phenoxyphenyl)pyrazolo[3,4-d]pyrimidin-1-yl]-1-piperidyl]-7-oxo-hept-5-enyl]sulfamoyl]anilino]-5-bromo-pyrimidin-4-yl]amino]-6-fluoro-benzamide NC1=C2C(=NC=N1)N(N=C2C2=CC=C(C=C2)OC2=CC=CC=C2)[C@H]2CN(CCC2)C(/C=C/CCCCNS(=O)(=O)C2=CC=C(NC1=NC=C(C(=N1)NC1=C(C(=O)N)C(=CC=C1)F)Br)C=C2)=O